1-(2-chloro-4-fluorobenzyl)-3-(3,5-dimethylisoxazol-4-yl)-4-oxo-4H-pyrido[1,2-a]pyrimidinium ClC1=C(C[N+]2=C3N(C(C(=C2)C=2C(=NOC2C)C)=O)C=CC=C3)C=CC(=C1)F